1-(6-amino-5-methoxypyridin-3-yl)piperidin-4-ol tert-butyl-2-[2-[1-[(4-methoxyphenyl)methyl]-6-oxo-5-(trifluoromethyl)-3-pyridyl]propoxy]acetate C(C)(C)(C)C(C(=O)OC1CCN(CC1)C=1C=NC(=C(C1)OC)N)OCC(C)C1=CN(C(C(=C1)C(F)(F)F)=O)CC1=CC=C(C=C1)OC